(R)-5-(bicyclo[1.1.1]pentan-1-yl)-8-hydroxy-7-(methylthio)-3-(4,4,4-trifluorobutyl)-2-((2-(trimethylsilyl)ethoxy)methyl)-2,3,4,5-tetrahydrobenzo[f][1,2,5]thiadiazepine 1,1-dioxide C12(CC(C1)C2)N2C[C@H](N(S(C1=C2C=C(C(=C1)O)SC)(=O)=O)COCC[Si](C)(C)C)CCCC(F)(F)F